4-(3-(benzyloxy)-5-nitrophenyl)-3,6-dihydro-2H-pyran C(C1=CC=CC=C1)OC=1C=C(C=C(C1)[N+](=O)[O-])C=1CCOCC1